2-(Hydroxy)-3-(iso-propoxy-propan-1-yl)-3-(4-vinylbenzyl)-1H-imidazolium 4-vinylbenzensulfonat C(=C)C1=CC=C(C=C1)S(=O)(=O)[O-].OC1NC=C[N+]1(CC1=CC=C(C=C1)C=C)CCCOC(C)C